C1(=CC=C(C=C1)C1=NC(=NC(=N1)C1=CC=CC=2C(C3=CC=CC=C3C12)(C1=CC=CC=C1)C1=CC=CC=C1)C1=CC=CC=C1)C1=CC=CC=C1 (biphenyl-4-yl)-4-(9,9-diphenyl-9H-fluoren-4-yl)-6-phenyl-1,3,5-triazine